6-hydroxy-5-oxo-1,2,3,5-tetrahydroindolizine-8-carboxylic acid methyl ester COC(=O)C=1C=C(C(N2CCCC12)=O)O